5'-fluoro-5,6-dimethyl-2-oxo-2H-[1,3'-bipyridine]-3-carboxamide FC=1C=C(C=NC1)N1C(C(=CC(=C1C)C)C(=O)N)=O